N-[2-[4-[[[4-[1-(2,6-dioxo-3-piperidinyl)-3-methyl-2-oxo-benzimidazol-4-yl]cyclohexyl]-methyl-amino]methyl]cyclohexyl]-6-methoxy-indazol-5-yl]-6-(trifluoromethyl)pyridine-2-carboxamide O=C1NC(CCC1N1C(N(C2=C1C=CC=C2C2CCC(CC2)N(C)CC2CCC(CC2)N2N=C1C=C(C(=CC1=C2)NC(=O)C2=NC(=CC=C2)C(F)(F)F)OC)C)=O)=O